2,4-dimethyl-cresol tert-Butyl-6-(8-(benzo[d]thiazol-2-ylcarbamoyl)-3,4-dihydroisoquinolin-2(1H)-yl)-3-(1-(6-methoxy-6-oxohexyl)-3,5-dimethyl-1H-pyrazol-4-yl)picolinate C(C)(C)(C)C1=C(C(=NC(=C1)N1CC2=C(C=CC=C2CC1)C(NC=1SC2=C(N1)C=CC=C2)=O)C(=O)OC2=CC=C(CC2(C)C)C)C=2C(=NN(C2C)CCCCCC(=O)OC)C